O=C([C@H](C)NP(=O)(OC1=CC=CC=C1)C(C)C1=CC2=C(SC(=C2)C(=O)O)C=C1)OCCC 5-(1-((((S)-1-oxo-1-propoxypropan-2-yl)amino)(phenoxy)phosphoryl)ethyl)benzo[b]thiophene-2-carboxylic acid